[Zn].[Sb](O)(O)(O)=O antimonic acid zinc